1-(((4-bromo-2,5-dimethoxyphenethyl)carbamoyl)oxy)ethyl (tert-butoxycarbonyl)valinate C(C)(C)(C)OC(=O)N[C@@H](C(C)C)C(=O)OC(C)OC(NCCC1=C(C=C(C(=C1)OC)Br)OC)=O